6-((2S,5R)-4-(bis(4-fluorophenyl)methyl)-2,5-diethylpiperazin-1-yl)-9-(cyclopropylmethyl)-2-hydrazineyl-9H-purine FC1=CC=C(C=C1)C(N1C[C@@H](N(C[C@H]1CC)C1=C2N=CN(C2=NC(=N1)NN)CC1CC1)CC)C1=CC=C(C=C1)F